C1(=CC=CC=C1)C1=CC=C(N1)C(=O)O 5-phenyl-1H-pyrrole-2-carboxylic acid